2-(3-Cyano-phenyl)-5-trifluoromethyl-2H-pyrazole-3-carboxylic acid {3-[(cyclopropylmethylamino)-phenanthren-9-yl-methyl]-phenyl}-amide C1(CC1)CNC(C=1C=C(C=CC1)NC(=O)C=1N(N=C(C1)C(F)(F)F)C1=CC(=CC=C1)C#N)C=1C2=CC=CC=C2C=2C=CC=CC2C1